[Na].[Mn].[Ni] nickel-manganese-sodium